N-(3-((4-((2-Ethyl-4-phenylthiazol-5-yl)oxy)pyridin-2-yl)amino)phenyl)-1,1,1-trifluoromethanesulfonamide C(C)C=1SC(=C(N1)C1=CC=CC=C1)OC1=CC(=NC=C1)NC=1C=C(C=CC1)NS(=O)(=O)C(F)(F)F